2-cyano-3,3-diphenyl-acrylic acid, Ethyl ester C(#N)C(C(=O)OCC)=C(C1=CC=CC=C1)C1=CC=CC=C1